N-(8-(3,5-dichlorophenyl)-7-fluoro-4-morpholinoquinolin-3-yl)chromane-4-carboxamide ClC=1C=C(C=C(C1)Cl)C=1C(=CC=C2C(=C(C=NC12)NC(=O)C1CCOC2=CC=CC=C12)N1CCOCC1)F